N-{(1S)-1-cyano-2-[(3S)-2-oxopyrrolidin-3-yl]ethyl}-N2-{(2R)-2-(dimethylamino)-2-[3-(trifluoromethyl)phenyl]acetyl}-4-methyl-L-leucinamide C(#N)[C@H](C[C@H]1C(NCC1)=O)NC([C@@H](NC([C@@H](C1=CC(=CC=C1)C(F)(F)F)N(C)C)=O)CC(C)(C)C)=O